NC=1C(=C(C=C2C=C(N=CC12)NC1=NN2CC(NCCC2=C1)=O)C=1C=NC=2[C@@H](CCNC2C1C)F)F |r| (+/-)-2-((8-amino-7-fluoro-6-(8-fluoro-4-methyl-5,6,7,8-tetrahydro-1,5-naphthyridin-3-yl)isoquinolin-3-yl)amino)-5,6-dihydro-4H-pyrazolo[1,5-d][1,4]diazepin-7(8H)-one